(3R)-3-[(tert-butyldimethylsilyl) oxy]-4,4-dimethylcyclohex-1-en-1-yl trifluoromethanesulfonate FC(S(=O)(=O)OC1=C[C@H](C(CC1)(C)C)O[Si](C)(C)C(C)(C)C)(F)F